4-[(3S)-3-aminopyrrolidin-1-yl]-5-(3-chloro-5-fluorophenyl)-N-{3-fluorobicyclo[1.1.1]pentan-1-yl}-6-methylpyridine-3-carboxamide N[C@@H]1CN(CC1)C1=C(C=NC(=C1C1=CC(=CC(=C1)F)Cl)C)C(=O)NC12CC(C1)(C2)F